C(#N)C1=NC2=CC(=CC(=C2N=C1N1CCC(CC1)N1N=C(C=C1)C(F)(F)F)[C@@H](C)NC1=C(C(=O)O)C=CC=C1)C (R)-2-((1-(2-cyano-7-methyl-3-(4-(3-(trifluoromethyl)-1H-pyrazol-1-yl)-piperidin-1-yl)quinoxalin-5-yl)ethyl)-amino)benzoic acid